1-(4-((((1s,4s)-4-aminocyclohexyl)methyl)(5-(3,5-dimethylisoxazol-4-yl)-2-methylphenyl)amino)phenyl)phenylcyclopropanecarbonitrile NC1CCC(CC1)CN(C1=CC=C(C=C1)C1(CC=CC=C1)C1(CC1)C#N)C1=C(C=CC(=C1)C=1C(=NOC1C)C)C